1-(5-(((3S)-3-methyl-4-((tetrahydrofuran-2-yl)methyl)piperazin-1-yl)methyl)pyrazolo[1,5-a]pyridin-3-yl)dihydropyrimidine-2,4(1H,3H)-dione C[C@H]1CN(CCN1CC1OCCC1)CC1=CC=2N(C=C1)N=CC2N2C(NC(CC2)=O)=O